2-(((2SR,5r,8RS)-8-isopropyl-1-oxaspiro[4.5]decan-2-yl)oxy)ethan-1-ol C(C)(C)C1CCC2(CC[C@H](O2)OCCO)CC1 |r|